2,6-dichlorophenoxyacetic acid ClC1=C(OCC(=O)O)C(=CC=C1)Cl